ClC1=CC2=C(NC(=N2)S)C=C1 5-Chloro-1H-benzo[d]imidazole-2-thiol